[Si](C)(C)(C(C)(C)C)OC1=C(C2=C(OC(CS2)(C)C=2OC(=NN2)CCC2=CC(=C(C=C2)OC)OC)C(=C1C)C)C 2-(6-((t-Butyldimethylsilyl)oxy)-2,5,7,8-tetramethyl-2,3-dihydrobenzo[b][1,4]oxathiin-2-yl)-5-(3,4-dimethoxyphenethyl)-1,3,4-oxadiazole